[Br-].[Br-].C1(CCCCC1)P(C1CCCCC1)C1CCCCC1.C1(CCCCC1)P(C1CCCCC1)C1CCCCC1.[Pd+2] palladium (II) bis(tricyclohexylphosphine) dibromide